C1(CCCC1)C/C=C/C=1C=C(C(=NC1OC)F)NS(=O)(=O)C (E)-N-(5-(3-cyclopentylprop-1-en-1-yl)-2-fluoro-6-methoxypyridin-3-yl)methanesulfonamide